3-[[(3R,4R)-4-[4-Chloro-2-(5-fluoro-2-pyridyl)-1H-imidazol-5-yl]-3-methyl-1-piperidyl]sulfonyl]-1-(4-hydroxy-1-piperidyl)propan-1-one ClC=1N=C(NC1[C@H]1[C@H](CN(CC1)S(=O)(=O)CCC(=O)N1CCC(CC1)O)C)C1=NC=C(C=C1)F